CS(=O)(=O)NC=1SC=C(N1)C(=O)NCC=1N(C=CC1)C 2-(methylsulfonylamino)-N-((1-methyl-1H-pyrrol-2-yl)methyl)thiazole-4-carboxamide